9-(4-([4,4'-bipiperidin]-1-ylmethyl)-2-methoxybenzyl)-6-amino-2-ethoxy-9H-purin-8-ol N1(CCC(CC1)C1CCNCC1)CC1=CC(=C(CN2C3=NC(=NC(=C3N=C2O)N)OCC)C=C1)OC